ClC1=C(C(=O)N[C@H]2CN(CC2)C(=O)[C@H]2NC[C@@H](C2)O)C=CC(=C1)NC=1C=2N(C=CN1)C(=CN2)C=2C(=NNC2)C(F)(F)F 2-chloro-N-[(3R)-1-[(2S,4R)-4-hydroxypyrrolidine-2-carbonyl]pyrrolidine-3-yl]-4-[[3-[3-(trifluoromethyl)-1H-pyrazol-4-yl]imidazo[1,2-a]pyrazin-8-yl]amino]benzamide